tert-butyl trans-3-hydroxyl-4-[4-[pyrazolo[1,5-a]pyrimidin-5-yl]pyrimidin-2-yl]aminomethylpiperidine-1-carboxylate O[C@@H]1CN(CC[C@H]1CNC1=NC=CC(=N1)C1=NC=2N(C=C1)N=CC2)C(=O)OC(C)(C)C